N[C@@H](C(C)C)C(=O)OCC[C@@H](C1=CC=C(C=C1)F)NC(=O)[C@@H]1SCCN1S(=O)(=O)C1=CC=C(C=C1)C1=CC=CC=C1 (3S)-3-({[(2S)-3-(biphenyl-4-ylsulfonyl)-1,3-thiazolidin-2-yl]carbonyl}-amino)-3-(4-fluorophenyl)propyl L-valinate